1-(5-(9-(2-(azetidin-3-yl)ethyl)-3,9-diazaspiro[5.5]undec-3-carbonyl)-2-methoxyphenyl)dihydropyrimidine-2,4(1H,3H)-dione N1CC(C1)CCN1CCC2(CCN(CC2)C(=O)C=2C=CC(=C(C2)N2C(NC(CC2)=O)=O)OC)CC1